ClC1(CC1)C(CC1=C(C=CC=C1)Cl)(CCl)O 2-(1-chlorocyclopropyl)-3-chloro-1-(2-chlorophenyl)-2-propanol